2-amino-1-(3-chlorophenyl)ethanone hydrochloride Cl.NCC(=O)C1=CC(=CC=C1)Cl